tert-Butyl (2E)-3-(3-methyl-1H-indol-4-yl)prop-2-enoate CC1=CNC2=CC=CC(=C12)/C=C/C(=O)OC(C)(C)C